OCC(OC1=CC=C(C=C1)C=1C=C(C(NC1C(F)(F)F)=O)C(=O)N)C1=NC=CN=C1 5-(4-(2-Hydroxy-1-(pyrazin-2-yl)ethoxy)phenyl)-2-oxo-6-(trifluoromethyl)-1,2-dihydropyridine-3-carboxamide